C(C)(C)(C)C1=CC=C(OCCCCC(=O)NC2=C(C(=O)NC3=CC=C(C(=O)O)C=C3)C=CC=C2)C=C1 4-(2-(5-(4-(tert-butyl)phenoxy)pentanoylamino)benzoylamino)benzoic acid